BrC=1C=NN(C1)[C@H]1CCN(C2(CC2)C1)C (S)-7-(4-bromo-1H-pyrazol-1-yl)-4-methyl-4-azaspiro[2.5]octane